IC1=CC=C(C=C1)CCC(=O)O 3-(4-iodophenyl)propionic acid